7-[2-(aminomethyl)-5-fluorophenyl]-N-(6-methoxy-2-methyl-1,2,3,4-tetrahydroisoquinolin-7-yl)quinazolin-2-amine NCC1=C(C=C(C=C1)F)C1=CC=C2C=NC(=NC2=C1)NC1=C(C=C2CCN(CC2=C1)C)OC